C(C)(C)C1=NN(C2=C3C(=C(C=C12)OC)C=CC=C3)C3=CC=CC=C3 3-isopropyl-5-methoxy-1-phenyl-1H-benzo[g]indazole